vanadium(IV) carbonate C([O-])([O-])=O.[V+4].C([O-])([O-])=O